N-(5-chloro-2-((2-fluorophenyl)sulfonamido)phenyl)-4-(cyclopropanecarboxamido)benzamide ClC=1C=CC(=C(C1)NC(C1=CC=C(C=C1)NC(=O)C1CC1)=O)NS(=O)(=O)C1=C(C=CC=C1)F